C12N(CC(C1)C2)C=2C=1N=C3N(C1N=C(N2)C=2C=C(C(=NC2)N)OCC)CCOC3(C)C 5-(4-(2-azabicyclo[2.1.1]hexan-2-yl)-6,6-dimethyl-8,9-dihydro-6H-[1,4]oxazino[4,3-e]purin-2-yl)-3-ethoxypyridin-2-amine